5-(difluoromethoxy)-1-((2R,5R)-5-ethynyl-5-(hydroxymethyl)-2,5-dihydrofuran-2-yl)pyrimidine-2,4(1H,3H)-dione FC(OC=1C(NC(N(C1)[C@@H]1O[C@@](C=C1)(CO)C#C)=O)=O)F